(1S,2S)-N-[7-chloro-6-(4-cyano-1-piperidyl)-3-isoquinolyl]-2-pyrimidin-5-yl-cyclopropanecarboxamide ClC1=C(C=C2C=C(N=CC2=C1)NC(=O)[C@@H]1[C@H](C1)C=1C=NC=NC1)N1CCC(CC1)C#N